2,4-diiodo-9H-fluorenone IC1C(C=2CC3=CC=CC=C3C2C(=C1)I)=O